ClC=1C=C(C=CC1C#N)N1CC2(C[C@@H]1C)CCN(CC2)C2=CC=C(C(=O)C1CCN(CC1)CC(=O)O)C=C2 (S)-2-(4-(4-(2-(3-chloro-4-cyanophenyl)-3-methyl-2,8-diazaspiro[4.5]decan-8-yl)benzoyl)piperidin-1-yl)acetic acid